FC1=C(C=CC=C1F)C(C(=O)OC)(C)C methyl 2-(2,3-difluorophenyl)-2-methylpropionate